C12(CCC(CC1)C2)C2=CC=CC1=C2C2=C1C=CC=C2 norbornyl-dibenzocyclobutane